(1-methylpiperidin-4-yl)zinc (II) bromide [Br-].CN1CCC(CC1)[Zn+]